N-(3-(2-cyanocyclopropyl)-1-(2-(1,1-difluoroethyl)pyrimidin-4-yl)-1H-pyrazolo[4,3-C]pyridin-6-yl)acetamide 2-oxo-2-((2-(trifluoromethyl)phenyl)amino)ethyl-4-isocyanobenzoate O=C(COC(C1=CC=C(C=C1)[N+]#[C-])=O)NC1=C(C=CC=C1)C(F)(F)F.C(#N)C1C(C1)C1=NN(C2=C1C=NC(=C2)NC(C)=O)C2=NC(=NC=C2)C(C)(F)F